ClC=1C(=CC2=C(N(C[C@H](N(S2(=O)=O)C)CC(C)C)C2=CC=CC=C2)C1)C=1C=CC(=C(C(=O)[O-])C1)O (R)-5-(7-chloro-3-isobutyl-2-methyl-1,1-dioxido-5-phenyl-2,3,4,5-tetrahydrobenzo[f][1,2,5]thiadiazepin-8-yl)-2-hydroxybenzoate